C(C)N1[C@@H](CCC1=O)C(=O)NC1=CC(=CC=2CCOC21)OC2=NC=C(C=C2)C(F)(F)F (S)-1-ethyl-5-oxo-N-(5-((5-(trifluoromethyl)pyridin-2-yl)oxy)-2,3-dihydrobenzofuran-7-yl)pyrrolidine-2-carboxamide